N1=C(C=CC=C1)C1=C2N=C(C(=NC2=CC=C1)C(=O)N)CC1=CN=C(S1)C1=CC=C(C=C1)OC(F)(F)F (pyridin-2-yl)-((2-(4-(trifluoromethoxy)phenyl)thiazol-5-yl)methyl)quinoxaline-2-carboxamide